C(#N)CSC=1C(=C(C(=C2C=NNC12)C1=CC=2N(C=C1)N=C(C2)NC(=O)[C@H]2[C@H](C2)F)CC)F (1S,2S)-N-(5-(7-((cyanomethyl)thio)-5-ethyl-6-fluoro-1H-indazol-4-yl)pyrazolo[1,5-a]pyridin-2-yl)-2-fluorocyclopropane-1-carboxamide